N-nonyl-N',N'-dimethylurea C(CCCCCCCC)NC(=O)N(C)C